N-[4-(1-naphthyl)phenyl]-9,9-diphenyl-9H-fluoren-4-amine C1(=CC=CC2=CC=CC=C12)C1=CC=C(C=C1)NC1=CC=CC=2C(C3=CC=CC=C3C12)(C1=CC=CC=C1)C1=CC=CC=C1